N-(1,1-dimethylpropyl)-3-[[2-(2-hydroxyphenyl)acetyl]amino]benzamide CC(CC)(C)NC(C1=CC(=CC=C1)NC(CC1=C(C=CC=C1)O)=O)=O